ClC=1C=2C(N=C3N(C2C=CC1)C1=CC(=CC=C1C31CCCCC1)C1CCN(CC1)C1CCC(CC1)CO)=O 4'-chloro-10'-(1-(4-(hydroxymethyl)cyclohexyl)piperidin-4-yl)-5'H-spiro[cyclohexane-1,7'-indolo[1,2-a]quinazolin]-5'-one